3-(4-((2-(1H-indol-3-yl)ethyl)amino)-7,8-dihydro-6H-pyrimido[5,4-b][1,4]oxazin-2-yl)-5-methylpyridin-2-ol N1C=C(C2=CC=CC=C12)CCNC1=NC(=NC2=C1OCCN2)C=2C(=NC=C(C2)C)O